2-imidazo[1,2-a]pyridin-7-yl-2-methyl-propionamide N=1C=CN2C1C=C(C=C2)C(C(=O)N)(C)C